3-((4-(3-((4-(((5-fluoro-4-oxo-2-(2-(tetrahydro-2H-pyran-4-yl)ethyl)-3,4-dihydroquinazolin-7-yl)oxy)methyl)piperidin-1-yl)methyl)cyclobutoxy)phenyl)amino)piperidine-2,6-dione FC1=C2C(NC(=NC2=CC(=C1)OCC1CCN(CC1)CC1CC(C1)OC1=CC=C(C=C1)NC1C(NC(CC1)=O)=O)CCC1CCOCC1)=O